(3-chloro-2-fluorophenyl)methan-d2-ol ClC=1C(=C(C=CC1)C(O)([2H])[2H])F